F[P-](F)(F)(F)(F)F.C(C=C)[N+](C)(C)CC=C (diallyldimethylammonium) hexafluorophosphate